BrC=1C=C(OC=2C=CC(=C(C2)NC(=O)C2N(C(CC2)=O)C)OC)C=CC1 N-(5-(3-Bromophenoxy)-2-methoxyphenyl)-1-methyl-5-oxopyrrolidine-2-carboxamide